C(CCCCCCCCCCCCCCCCC)SSSCCCCCCCCCCCCCCCCCC octadecyl trisulfide